(S)-1-(3-(2-(6-((3R,5R)-3-Amino-5-fluoropiperidine-1-carbonyl)-3-methylpyrazolo[1,5-a]pyridin-2-yl)-1-(cyclopropylmethyl)-1H-indol-7-yl)azetidin-1-yl)-2-methoxypropan-1-one N[C@H]1CN(C[C@@H](C1)F)C(=O)C=1C=CC=2N(C1)N=C(C2C)C=2N(C1=C(C=CC=C1C2)C2CN(C2)C([C@H](C)OC)=O)CC2CC2